Cl.FC1=CC=C(C=C1)NC1N(C(=NC(=N1)N)N1CCCC1)C1=CC=C(C=C1)C N-(4-Fluorophenyl)-6-pyrrolidin-1-yl-N1-p-tolyl-[1,3,5]triazine-2,4-diamine hydrochloride